O[C@@H]1[C@@H]2[C@]3(CCC(C=C3CC[C@H]2[C@@H]2CC[C@](C(CO)=O)([C@]2(C1)C)O)=O)C 11β,17,21-trihydroxypregn-4-ene-3,20-dione